OC[C@H]1C2(CC2)CN1C(=O)OC(C)(C)C |r| rac-tert-butyl 4-(hydroxymethyl)-5-azaspiro[2.3]hexane-5-carboxylate